N-(1H-benzo[d]imidazol-5-yl)-2-(4-(5-chloro-2-propionylphenyl)-5-methoxy-2-oxopyridin-1(2H)-yl)-3-phenylpropionamide N1C=NC2=C1C=CC(=C2)NC(C(CC2=CC=CC=C2)N2C(C=C(C(=C2)OC)C2=C(C=CC(=C2)Cl)C(CC)=O)=O)=O